(7R)-1,7-dimethyl-7-(4-methyl-3-penten-1-yl)tricyclo[2.2.1.0~2,6~]heptane CC12C3CC(CC31)[C@]2(CCC=C(C)C)C